ClC=1N=C(C=2C=C(C=NC2C1)N1CCN(CC1)CC)N[C@H](C)C1=CC(=CC(=C1)C(F)(F)F)[N+](=O)[O-] (R)-7-chloro-3-(4-ethylpiperazin-1-yl)-N-(1-(3-nitro-5-(trifluoromethyl)phenyl)ethyl)-1,6-naphthyridin-5-amine